3-(((4-(2-((6-(6-hydroxypyridazin-4-yl)-1H-indazol-4-yl)amino)ethoxy)butyl)amino)methyl)-5-(trifluoromethoxy)benzamide OC1=CC(=CN=N1)C1=CC(=C2C=NNC2=C1)NCCOCCCCNCC=1C=C(C(=O)N)C=C(C1)OC(F)(F)F